C(N[C@@H](CC(C)C)C(=O)O)([2H])([2H])[2H] N-(methyl-d3)-L-leucine